4-[(1-acetyl-4-piperidyl)amino]-6-bromo-N'-[4-[tert-butyl(dimethyl)silyl]oxy-2-ethyl-phenyl]pyrrolo[1,2-b]pyridazine-3-carboxamidine C(C)(=O)N1CCC(CC1)NC=1C=2N(N=CC1C(=NC1=C(C=C(C=C1)O[Si](C)(C)C(C)(C)C)CC)N)C=C(C2)Br